3-((5-amino-1-methyl-1H-indazol-6-yl)amino)cyclohexan-1-ol NC=1C=C2C=NN(C2=CC1NC1CC(CCC1)O)C